FC(C(O)CCC[C@@H](C)[C@H]1CC[C@H]2[C@@H]3CC=C4C[C@H](CC[C@]4(C)[C@H]3CC[C@]12C)O)(F)F 24-(2,2,2-trifluoro-1-hydroxyethyl)cholan-6(5)-en-3β-ol